C12(CC(C1)C2)NS(=O)(=O)C=2C=C1C(N(C(N(C1=CC2)CC2CC2)=O)NC(C=C)=O)=O N-(6-(N-(bicyclo[1.1.1]pentan-1-yl)sulfamoyl)-1-(cyclopropylmethyl)-2,4-dioxo-1,4-dihydroquinazolin-3(2H)-yl)acrylamide